C(CCC(=O)[O-])(=O)ON1C(CCC1=O)=O (-)-succinimidyl succinate